BrC=1C=C2C(=C3N(C(C2=CC1)=O)C(C1=CC=CC=C13)CC(C)=O)C1=CC=CC=C1 2-bromo-7-(2-oxopropyl)-12-phenylisoindolo[2,1-b]isoquinolin-5(7H)-one